3-Chloro-N-(4-(N,N-diethylsulfamoyl)phenyl)-4-methoxybenzamide ClC=1C=C(C(=O)NC2=CC=C(C=C2)S(N(CC)CC)(=O)=O)C=CC1OC